C(C)(=O)C1=CC(=NN1COCC[Si](C)(C)C)C(=O)OC methyl 5-acetyl-1-{[2-(trimethylsilyl)ethoxy]methyl}-1H-pyrazole-3-carboxylate